(cis)-1,2-Dieicosenoyl-sn-Glycero-3-Phosphocholine C(C=CCCCCCCCCCCCCCCCCC)(=O)OC[C@@H](OC(\C=C/CCCCCCCCCCCCCCCCC)=O)COP(=O)([O-])OCC[N+](C)(C)C